N-(((1S,2S)-2-((1H-pyrazol-1-yl)methyl)cyclopropyl)methyl)-5-(furan-2-yl)isoxazole-3-carboxamide N1(N=CC=C1)C[C@@H]1[C@H](C1)CNC(=O)C1=NOC(=C1)C=1OC=CC1